O=C1NC(CCC1N1C(C2=CC=CC(=C2C1=O)NCCCCCOC1CCCNC1)=O)=O 5-{[2-(2,6-dioxopiperidin-3-yl)-1,3-dioxo-2,3-dihydro-1H-isoindol-4-yl]amino(pentyl)oxy}piperidin